COC=1C=C(C=CC1OC)C1=C(C(=NN1)C(=O)NC1CCN(CC1)C(C)C)C(C)C 5-(3,4-dimethoxyphenyl)-4-isopropyl-N-(1-isopropylpiperidin-4-yl)-1H-pyrazole-3-carboxamide